S([O-])(O)(=O)=O.C1(CCC(N1C=1C(=C(C=CC1)[I+]C1=CC=CC=C1)N1C(CCC1=O)=O)=O)=O bissuccinimidyl-diphenyliodonium bisulfate